CC(=CCCC(/C=C/CC=C)=C)C (E)-10-methyl-6-methyleneundec-1,4,9-triene